ClC1=C(C=CC(=C1)COC)[C@@H]1COCCCN1 |r| (+/-)-3-[2-chloro-4-(methoxymethyl)phenyl]-1,4-oxazepane